C1(=CC=CC=C1)C1=CC(=CS1)N 5-phenylthiophen-3-amine